BrC=1C=NN2C1C(=NC(=C2)C=2C=NN(C2)C)OC 3-bromo-4-methoxy-6-(1-methyl-1H-pyrazol-4-yl)pyrazolo[1,5-a]pyrazine